phosphonium pyruvate C(C(=O)C)(=O)[O-].[PH4+]